FC=1C=C(C=CC1)C(COC1=C(C=CC(=C1)[N+](=O)[O-])I)=O (3-fluorophenyl)-2-(2-iodo-5-nitrophenoxy)ethanone